N1-(2-(dimethylamino)ethyl)-N4-(4-(6-(2-fluorophenyl)-3,3-dimethyl-2,3-dihydro-1H-pyrrolo[3,2-b]pyridin-1-yl)pyrimidin-2-yl)-5-methoxy-N1-methylbenzene-1,2,4-triamine CN(CCN(C=1C(=CC(=C(C1)OC)NC1=NC=CC(=N1)N1CC(C2=NC=C(C=C21)C2=C(C=CC=C2)F)(C)C)N)C)C